COC=1C=C(C=CC1OC)C=1SC=C(N1)CN1CCN(CC1)C1=NC(=NC(=N1)C)N(C)C 4-(4-{[2-(3,4-dimethoxyphenyl)-1,3-thiazol-4-yl]methyl}piperazin-1-yl)-N,N,6-trimethyl-1,3,5-triazin-2-amine